(2S)-3-(4-methoxyphenyl)-2-[4-[(2S)-1-[(5-phenyl-2-thienyl)sulfonyl]pyrrolidin-2-yl]triazol-1-yl]propanehydroxamic acid COC1=CC=C(C=C1)C[C@@H](C(=O)NO)N1N=NC(=C1)[C@H]1N(CCC1)S(=O)(=O)C=1SC(=CC1)C1=CC=CC=C1